IC1=CN(C=2N=CN=C(C21)N)C 5-iodo-7-methyl-7H-pyrrolo[2,3-d]pyrimidin-4-amine